propane-2-sulfinylamide CC(C)S(=O)[NH-]